8-((2-chlorothiazol-5-yl)methyl)-3-(thiophen-3-yl)pyrido[2,3-d]pyrimidine-2,4(3H,8H)-dione ClC=1SC(=CN1)CN1C=CC=C2C1=NC(N(C2=O)C2=CSC=C2)=O